3-acetamido-N-(4-(chlorodifluoromethoxy)phenyl)-4-isopropyl-5-(1H-pyrazol-5-yl)-1,2,3,3a,4,8b-hexahydrocyclopenta[b]indole-7-carboxamide C(C)(=O)NC1CCC2C1N(C=1C(=CC(=CC21)C(=O)NC2=CC=C(C=C2)OC(F)(F)Cl)C2=CC=NN2)C(C)C